R-N6-phenylisopropyladenosine C1(=CC=CC=C1)NC=1C=2N=CN([C@]3([C@H](O)[C@H](O)[C@@H](CO)O3)C(C)C)C2N=CN1